ClC=1C=C2C=CN=C(C2=CN1)NCC1=C(C=C(C=C1)OC)OC 6-chloro-N-[(2,4-dimethoxyphenyl)methyl]-2,7-naphthyridin-1-amine